tert-butyl (3R,4R)-4-[(4-chloro-7-cyclopropoxyquinazolin-6-yl)oxy]-3-fluoropiperidine-1-carboxylate ClC1=NC=NC2=CC(=C(C=C12)O[C@H]1[C@@H](CN(CC1)C(=O)OC(C)(C)C)F)OC1CC1